Ethyl 2-chloro-7-((2-(trimethylsilyl) ethoxy) methyl)-7H-purine-6-carboxylate ClC1=NC(=C2N(C=NC2=N1)COCC[Si](C)(C)C)C(=O)OCC